COC=1C=C(C2=CC=CC=C2C1)C1(CC1)N 1-(3-methoxynaphthalen-1-yl)cyclopropanamine